CN(CCC(C(C)C)N1CC2(C1)CN(CC2)C=2N=CN=NC2OC2=C(C(=O)N(C(C)C)CC)C=C(C=C2)F)C 2-((5-(2-(1-(dimethylamino)-4-methylpent-3-yl)-2,6-diazaspiro[3.4]oct-6-yl)-1,2,4-triazin-6-yl)oxy)-N-ethyl-5-fluoro-N-isopropylbenzamide